ClC1=CC=C(COC2=CC=CC=3NC4=CC=CC=C4C23)C=C1 4-(4-chlorobenzyloxy)-9H-carbazole